ClC=1C=C(C=NC1N1N=CC=N1)NC(=O)[C@@H]1C[C@](C2=C1C=NC=1N2N=C(C1)F)(C)C=1C=NN(C1)C1CC1 (6R,8R)-N-(5-chloro-6-(2H-1,2,3-triazol-2-yl)pyridin-3-yl)-8-(1-cyclopropyl-1H-pyrazol-4-yl)-2-fluoro-8-methyl-7,8-dihydro-6H-cyclopenta[e]pyrazolo[1,5-a]pyrimidine-6-carboxamide